N-((1R,2S)-2-fluorocyclopropyl)-6-((3-methoxy-1-methyl-1H-pyrazol-4-yl)amino)-8-(methylamino)imidazo[1,2-b]pyridazine-3-carboxamide F[C@@H]1[C@@H](C1)NC(=O)C1=CN=C2N1N=C(C=C2NC)NC=2C(=NN(C2)C)OC